N-[5-(4-cyano-3-fluorophenyl)-[1,2,4]triazolo[1,5-a]pyridin-7-yl]-2-methoxyacetamide C(#N)C1=C(C=C(C=C1)C1=CC(=CC=2N1N=CN2)NC(COC)=O)F